benzyl (3S,4R,7R)-3-(((benzyloxy)carbonyl)amino)-7-(((tert-butyldimethylsilyl)oxy)methyl)-4-methyl-2,3,4,7-tetrahydro-1H-azepine-1-carboxylate C(C1=CC=CC=C1)OC(=O)N[C@@H]1CN([C@H](C=C[C@H]1C)CO[Si](C)(C)C(C)(C)C)C(=O)OCC1=CC=CC=C1